OCCCC1=C(N(C2=CC(=CC=C12)C)C)C1=C(C=CC2=CC=CC=C12)O 1-(3-(3-hydroxypropyl)-1,6-dimethyl-1H-indol-2-yl)naphthalen-2-ol